CC=1C=CC=C(C1)C=1C(=NC(=NC1)NC1=CC=C(C=C1)N1CCN(CC1)C)NNS(=O)(=O)C1CC1 5-Methyl-N4-(3-Cyclopropylsulfonamido)phenyl-N2-[4-(4-methylpiperazin-1-yl)phenyl]pyrimidine-2,4-diamine